COC(C(CC(=O)C1=CC2=C(S1)C=C(C(=C2F)OCCCBr)OC)(C)C)=O 4-(5-(3-bromopropyloxy)-4-fluoro-6-methoxybenzo[b]thiophen-2-yl)-2,2-dimethyl-4-oxobutanoic acid methyl ester